3-Amino-N-(5-(3-(3,3-dimethylbutoxy)phenyl)-4-(4-(trifluoromethyl)phenyl)thiazol-2-yl)benzenesulfonamide NC=1C=C(C=CC1)S(=O)(=O)NC=1SC(=C(N1)C1=CC=C(C=C1)C(F)(F)F)C1=CC(=CC=C1)OCCC(C)(C)C